4-((1-(3-((6-bromopyridin-2-yl)oxy)propyl)-1H-benzo[d][1,2,3]triazol-6-yl)ethynyl)-N1-methyl-2,7-naphthyridine-1,6-diamine BrC1=CC=CC(=N1)OCCCN1N=NC2=C1C=C(C=C2)C#CC2=CN=C(C1=CN=C(C=C21)N)NC